C(C1=CC=CC=C1)C=1C=NN(C1)C1=C(C(=NC=N1)N)C1=CC=C(C=C1)Cl 6-(4-benzyl-1H-pyrazol-1-yl)-5-(p-chlorophenyl)-4-pyrimidinylamine